ClC1=CC=C(C=C1)C1(C(C=CC=C1)C)CC#N 2-(4-chlorophenyl)-2-tolylacetonitrile